FC1=C(C(=CC(=C1)C(C(C(F)(F)F)(F)F)(F)F)F)NC(C1=C(C=CC(=C1)[N+](=O)[O-])I)=O N-[2,6-difluoro-4-(1,1,2,2,3,3,3-heptafluoropropyl)phenyl]-2-iodo-5-nitrobenzamide